3-(2H-benzotriazolyl)-5-(1,1-dimethylethyl)-4-hydroxy-benzoic acid octyl ester C(CCCCCCC)OC(C1=CC(=C(C(=C1)C(C)(C)C)O)N1N=C2C(=N1)C=CC=C2)=O